OC(CN(C(C=C)=O)CC(COCCC[SiH2]C(O[Si](C)(C)C)O[Si](C)(C)C)O)COCCC[SiH2]C(O[Si](C)(C)C)O[Si](C)(C)C N,N-bis[2-hydroxy-3-(3-(bis(trimethylsilyloxy)methylsilyl)propyloxy)propyl]acrylamide